CC1=C(C=CC=C1CO)C1=C(C(=CC=C1)CO)C (2,2'-dimethyl[1,1'-biphenyl]-3,3'-diyl)dimethanol